2-[[(2S)-1-benzylpyrrolidin-2-yl]methylamino]-6-[(3S)-3-(cyanomethyl)-4-prop-2-enoyl-piperazin-1-yl]-N-(3-hydroxy-1-naphthyl)pyrimidine-4-carboxamide C(C1=CC=CC=C1)N1[C@@H](CCC1)CNC1=NC(=CC(=N1)C(=O)NC1=CC(=CC2=CC=CC=C12)O)N1C[C@@H](N(CC1)C(C=C)=O)CC#N